FC(C=1C(=C(C=CC1)[C@@H](C)NC=1C2=C(N=C(N1)C)NC(C(=C2)OC2CN(C2)C(=O)OC(C)(C)C)=O)F)F Tert-butyl (R)-3-((4-((1-(3-(difluoromethyl)-2-fluorophenyl)ethyl)amino)-2-methyl-7-oxo-7,8-dihydropyrido[2,3-d]pyrimidin-6-yl)oxy)azetidine-1-carboxylate